ClC1=C(C=C(C=C1)C1=CC(=CC=C1)\C=C\1/CC(CC2=C(C3=CC(=CC=C3N=C12)OC)C(=O)O)C)C(F)(F)F (E)-4-((4'-chloro-3'-(trifluoromethyl)-[1,1'-biphenyl]-3-yl)methylene)-7-methoxy-2-methyl-1,2,3,4-tetrahydroacridine-9-carboxylic acid